(S)-2-[4-Amino-5-(5-bromo-2-isopropyl-4-methoxy-phenoxy)-pyrimidin-2-ylamino]-butan-1-ol NC1=NC(=NC=C1OC1=C(C=C(C(=C1)Br)OC)C(C)C)N[C@H](CO)CC